(R)-N-((R)-4-hydroxy-3-oxo-1-((S)-2-oxopyrrolidin-3-yl)butan-2-yl)-1-(9-hydroxy-9H-fluorene-9-carbonyl)-4-phenylpiperazine-2-carboxamide OCC([C@@H](C[C@H]1C(NCC1)=O)NC(=O)[C@@H]1N(CCN(C1)C1=CC=CC=C1)C(=O)C1(C2=CC=CC=C2C=2C=CC=CC12)O)=O